(8-methyl-2,3-dihydro-1H-pyrido[2,3-b][1,4]oxazin-7-yl)-N-(4-(2-morpholinoethoxy)phenyl)-5,6,7,8-tetrahydropyrido[3,4-d]pyrimidin-2-amine CC1=C(C=NC=2OCCNC21)C=2C1=C(N=C(N2)NC2=CC=C(C=C2)OCCN2CCOCC2)CNCC1